C1(=CCCC1)C=1N=CC(=NC1)NC(C1=C(C=CC(=C1)[N+](=O)[O-])SC1=NN=NN1C)=O N-[5-(cyclopent-1-en-1-yl)pyrazin-2-yl]-2-[(1-methyl-1H-1,2,3,4-tetrazol-5-yl)sulfanyl]-5-nitrobenzamide